2-{6-[(3R)-3-[cyclobutyl(2-fluoroethyl)amino]pyrrolidin-1-yl]pyridazin-3-yl}-5-(6-methoxypyridazin-4-yl)phenol C1(CCC1)N([C@H]1CN(CC1)C1=CC=C(N=N1)C1=C(C=C(C=C1)C1=CN=NC(=C1)OC)O)CCF